(S)-4-(7-bromo-6-chloro-2,8-difluoro-4-quinazolinyl)-6-methyl-1,4-oxazepan-6-ol BrC1=C(C=C2C(=NC(=NC2=C1F)F)N1CCOC[C@](C1)(O)C)Cl